tert-butyl 3-(1-bromoimidazo[1,5-a]pyridin-3-yl)azetidine-1-carboxylate BrC=1N=C(N2C1C=CC=C2)C2CN(C2)C(=O)OC(C)(C)C